C(C)(C)(C)OC(=O)N1C=2N(CC(C1)NC(=O)OCC1=CC=CC=C1)N=CC2C2=CC=C(C=C2)C(F)(F)F tert-butyl-6-(((benzyloxy)carbonyl)amino)-3-(4-(trifluoromethyl)phenyl)-6,7-dihydropyrazolo[1,5-a]pyrimidine-4(5H)-carboxylate